(3S)-3-[5-[4-[1-(azetidin-3-yl)-4-piperidyl]piperazin-1-yl]-1-oxo-isoindolin-2-yl]piperidine-2,6-dione N1CC(C1)N1CCC(CC1)N1CCN(CC1)C=1C=C2CN(C(C2=CC1)=O)[C@@H]1C(NC(CC1)=O)=O